Butylcyclohexylphthalate CCCCOC(=O)C1=CC=CC=C1C(=O)OC2CCCCC2